OC1=C(C(=CC(=C1)C(F)(F)F)C)C=1C=NC=2C(N1)=NN(C2)[C@H]2COCC[C@@H]2O (3s,4S)-3-[6-[2-hydroxy-6-methyl-4-(trifluoromethyl)phenyl]pyrazolo[3,4-b]pyrazin-2-yl]tetrahydropyran-4-ol